[Na].C(C)(C)C1=CC=C(C=C1)CCC=O 3-(4-Isopropylphenyl)propanal sodium